tert-butyl 2-((1-(5-chloro-9-methyl-[1,2,4]triazolo[4,3-c]quinazolin-7-yl)ethyl)amino)benzoate ClC1=NC=2C(=CC(=CC2C=2N1C=NN2)C)C(C)NC2=C(C(=O)OC(C)(C)C)C=CC=C2